ClC1=C(C=C(C=C1F)C=1N=NN(C1)[C@@H]1[C@H]([C@@H](SC2=C(C=CC(=C2)Cl)C(=O)N2CCC2)O[C@@H]([C@@H]1O)CO)O)F 2-(N-azetidinyl-carbonyl)-5-chlorophenyl 3-[4-(4-chloro-3,5-difluorophenyl)-1H-1,2,3-triazol-1-yl]-3-deoxy-1-thio-α-D-galactopyranoside